CC(C=O)CC1=CC(CC1)C(C)(C)C (±)-2-methyl-3-[3-(2-methyl-2-propanyl)-1-cyclopenten-1-yl]propanal